C(C)(C)OC1=CC(=NC=C1)NC(=S)N 1-(4-isopropoxypyridin-2-yl)thiourea